CC(C)(C)P(O)(O)=O 1,1-Dimethylethylphosphonic acid